7-methyl-6,7-dihydro-4H-pyrazolo[1,5-a]pyrazine-5-carboxylic acid tert-butyl ester C(C)(C)(C)OC(=O)N1CC=2N(C(C1)C)N=CC2